(methylsulfonimidoyl)methane CS(=O)(=N)C